[Ni].FCC(C(C(C(F)(F)F)=O)=O)(F)F hexafluoro-pentanedione nickel